tert-butyl 2-{[3-(2-hydroxypropan-2-yl)phenyl]amino}-5H,6H,7H,8H-pyrido[3,4-d]pyrimidine-7-carboxylate OC(C)(C)C=1C=C(C=CC1)NC=1N=CC2=C(N1)CN(CC2)C(=O)OC(C)(C)C